[Na+].[Na+].[Na+].COC=1C=C(C=2C=CC3=C(C=C(C=4C=CC1C2C43)S(=O)(=O)[O-])S(=O)(=O)[O-])S(=O)(=O)[O-] 8-methoxypyrene-1,3,6-trisulphonic acid trisodium salt